ClC1=CC2=C(N(C(N2CC=2N=NN(C2)CC2=C(C=CC=C2)C)=N)CC(O)C2=CC(=C(C=C2)Cl)Cl)C=C1 2-(5-chloro-2-imino-3-((1-(2-methylbenzyl)-1H-1,2,3-triazol-4-yl)methyl)-2,3-dihydro-1H-benzo[d]imidazol-1-yl)-1-(3,4-dichlorophenyl)ethan-1-ol